N-((S)-4-((3-chloro-4-fluorophenyl)carbamoyl)-7-fluoro-2,3-dihydro-1H-inden-1-yl)carbamate ClC=1C=C(C=CC1F)NC(=O)C1=C2CC[C@@H](C2=C(C=C1)F)NC([O-])=O